NC1=CC=C(C=C1)S(=O)(=O)NCCOCC#C 4-amino-N-(2-(prop-2-yn-1-yloxy)ethyl)benzenesulfonamide